FC(C)(C)C=1OC(=CN1)C(=O)N1[C@@H](C2=C(CC1)NC=N2)C2=NN1C(C(=CC=C1)C)=C2 (S)-(2-(2-fluoropropan-2-yl)oxazol-5-yl)(4-(4-methylpyrazolo[1,5-a]pyridin-2-yl)-1,4,6,7-tetrahydro-5H-imidazo[4,5-c]pyridin-5-yl)methanone